C1=C(C=C(C(=C1C2=C(C(=CC(=C2)Cl)Cl)Cl)Cl)Cl)Cl The molecule is a hexachlorobiphenyl that is biphenyl in which the hydrogens at the 2, 3, and 5 positions of each of the benzene rings are replaced by chlorines. It is a hexachlorobiphenyl and a trichlorobenzene.